3-((3'-cyano-4-hydroxy-[1,1'-biphenyl]-3-yl)(4-(2,3-dichlorophenyl)piperazin-1-yl)methyl)-N-cyclopentyl-benzamide C(#N)C=1C=C(C=CC1)C1=CC(=C(C=C1)O)C(C=1C=C(C(=O)NC2CCCC2)C=CC1)N1CCN(CC1)C1=C(C(=CC=C1)Cl)Cl